4-((8-(Phenylcarbamoyl)quinolin-5-yl)amino)piperidine-1-carboxylic acid tert-butyl ester C(C)(C)(C)OC(=O)N1CCC(CC1)NC1=C2C=CC=NC2=C(C=C1)C(NC1=CC=CC=C1)=O